1-(Benzo[d][1,3]dioxin-5-yl)-2-(3,4,5-trimethoxyphenyl)ethane ethyl-4-amino-6-(8-chloronaphthalen-1-yl)-5-fluoronicotinate C(C)OC(C1=CN=C(C(=C1N)F)C1=CC=CC2=CC=CC(=C12)Cl)=O.O1COCC2=C1C=CC=C2CCC2=CC(=C(C(=C2)OC)OC)OC